cyanosodium borate B(O)(O)O.C(#N)[Na]